3-(6-trimethylammoniohexyl)thiophene C[N+](CCCCCCC1=CSC=C1)(C)C